C(C=C)(=O)O.C(C=C)(=O)O.C1=CC=CC=2C3=CC=CC=C3CC12 fluorene Diacrylate